3-Iodo-2-propynyl-butylcarbamat IC(C(CNC([O-])=O)C#CC)C